FC=1C=NC=2C(=CN(C(C2C1)=O)C1=C(C=CC=C1)C)C(C)C 3-fluoro-8-isopropyl-6-(o-tolyl)-1,6-naphthyridin-5(6H)-one